CC1=C(C=CC(=C1)N=C=O)C1=CC=C(C=C1)C1=C(C=C(C=C1)N=C=O)C para-bis(2-methyl-4-isocyanatophenyl)benzene